5-(cyclopropylmethyl)-4-(6-cyclopropylpyridin-3-yl)-2-(2-methyl-2H-indazol-5-yl)-7-(trifluoromethyl)-2,5-dihydro-3H-pyrrolo[3,2-c]pyridazin-3-one C1(CC1)CN1C=C(C2=NN(C(C(=C21)C=2C=NC(=CC2)C2CC2)=O)C2=CC1=CN(N=C1C=C2)C)C(F)(F)F